NC1=NC(=C(C=2N1N=NN2)C2=CC(=NC(=C2)Cl)C#N)C2=CC=C(C=C2)F 4-(5-amino-7-(4-fluorophenyl)tetrazolo[1,5-c]pyrimidin-8-yl)-6-chloropicolinonitrile